CC(N)(C1=CC(=C(C=C1)B1OC(C(O1)(C)C)(C)C)C)C dimethyl-1-[3-methyl-4-(4,4,5,5-tetramethyl-1,3,2-dioxaborolan-2-yl)phenyl]methanamine